(R/S)-N-(2-(2-(4-((2-(difluoromethyl)-2H-tetrazol-5-yl)(phenyl)methyl)piperazine-1-carbonyl)pyridin-4-yl)-3-oxoisoindolin-5-yl)acetamide FC(N1N=C(N=N1)[C@H](N1CCN(CC1)C(=O)C1=NC=CC(=C1)N1CC2=CC=C(C=C2C1=O)NC(C)=O)C1=CC=CC=C1)F |r|